BrC=1C(=NC(=NC1)NC1=C(C=C(C(=C1)C)N1CCC2(CN(C2)C)CC1)OC)NC=1C=CC=C2CCN(C12)S(=O)(=O)C 5-bromo-N2-(2-methoxy-5-methyl-4-(2-methyl-2,7-diazaspiro[3.5]nonan-7-yl)phenyl)-N4-(1-(methylsulfonyl)indolin-7-yl)pyrimidine-2,4-diamine